C(C1=CC=CC=C1)N1CCN(CC1)CC(=O)NC1=CC=CC2=CC=CC=C12 2-(4-Benzylpiperazin-1-yl)-N-(naphthalen-1-yl)acetamide